3-[4-[[5-(p-tolyl)tetrazol-1-yl]methyl]phenyl]-5-(trifluoromethyl)-1,2,4-oxadiazole C1(=CC=C(C=C1)C1=NN=NN1CC1=CC=C(C=C1)C1=NOC(=N1)C(F)(F)F)C